N=1ON=C2C1C=CC(=C2)N2C(NC1(C2)CCC(CC1)(C1=CC=CC=C1)N(C)C)=O 3-([2,1,3]benzoxadiazol-5-yl)-8-dimethylamino-8-phenyl-1,3-diazaspiro[4.5]decan-2-one